C(CC[C@@H](C(=O)O)NC(=O)C1=CC=C(NC[C@H]2CNC=3N=C(N)NC(=O)C3N2)C=C1)(=O)O.C(C)N1C[C@@H](C[C@H](C1)O)NC=1OC=2C(=NC(=CC2)C2=C(C=C(C#N)C=C2C)O)N1 |o1:16| 4-[2-[[(3R,5R)-1-Ethyl-5-hydroxy-3-piperidyl]amino]oxazolo[4,5-b]pyridin-5-yl]-3-hydroxy-5-methyl-benzonitrile (6S)- or (6R)-tetrahydrofolate